2-(((3-Chloro-5-cyclopropylpyridin-2-yl)oxy)methyl)-5-(piperidin-4-ylmethyl)oxazole ClC=1C(=NC=C(C1)C1CC1)OCC=1OC(=CN1)CC1CCNCC1